NC1=C2N=CN(C2=NC=N1)[C@@H]1O[C@@H]([C@H]([C@]1(O)C#C)O)CO (2R,3R,4R,5R)-2-(6-amino-9H-purin-9-yl)-3-ethynyl-5-(hydroxymethyl)tetrahydrofuran-3,4-diol